N-phenyl-N-(1-(2-(piperazin-1-ylmethyl)-5-(trifluoromethyl)phenyl)piperidin-4-yl)propanamide C1(=CC=CC=C1)N(C(CC)=O)C1CCN(CC1)C1=C(C=CC(=C1)C(F)(F)F)CN1CCNCC1